BrC1=C(C=CC(=C1)C(F)(F)F)C1N(CC=CC1)C(=O)OCC1=CC=CC=C1 Benzyl 2-[2-bromo-4-(trifluoromethyl)phenyl]-3,6-dihydro-2H-pyridine-1-carboxylate